4-((5-carbamoyl-1,3-benzodiazol-1-yl)methyl)phenylphosphonic acid C(N)(=O)C1=CC2=C(N(C=N2)CC2=CC=C(C=C2)P(O)(O)=O)C=C1